(S)-3-(4-(((R)-7-Fluoro-4-(6-((3-methyloxetan-3-yl)methoxy)pyridin-3-yl)-2,3-dihydro-1H-inden-1-yl)oxy)phenyl)hex-4-ynoic Acid FC=1C=CC(=C2CC[C@H](C12)OC1=CC=C(C=C1)[C@H](CC(=O)O)C#CC)C=1C=NC(=CC1)OCC1(COC1)C